3,3'-bipyridylium [NH+]1=CC(=CC=C1)C=1C=[NH+]C=CC1